3-methoxybenzene COC=1C=CC=CC1